N-(2-(difluoromethoxy)-4-(1-methyl-1H-pyrazol-4-yl)phenyl)formamide FC(OC1=C(C=CC(=C1)C=1C=NN(C1)C)NC=O)F